NC1=C(N=CC(=N1)N1CCC2(CC1)[C@@H](C1=CC(=CC=C1C2)OC2CCCC2)N)SC2=C(C(=NC=C2)N)Cl (S)-1'-(6-amino-5-((2-amino-3-chloropyridin-4-yl)thio)pyrazin-2-yl)-6-(cyclopentyloxy)-1,3-dihydrospiro[indene-2,4'-piperidin]-1-amine